ClC=1C=C(C=CC1NC(C1=CC=C(C=C1)C#N)=O)C(=O)N[C@H](C(=O)NC1=CC=C(C(=O)NC2=C(C(=C(C(=O)NC3=CC=C(C(=O)O)C=C3)C=C2)O)OC(C)C)C=C1)CC#C 4-(4-{4-[(2s)-2-{[3-Chloro-4-(4-cyanobenzamido)phenyl]formamido}pent-4-ynamido]benzamido}-2-hydroxy-3-(propan-2-yloxy)benzamido)benzoic acid